2-fluoro-N-(4-((2-(2-fluorophenyl)pyridin-4-yl)amino)-7-(4-(4-methylpiperazin-1-yl)piperidin-1-yl)quinazolin-6-yl)acrylamide FC(C(=O)NC=1C=C2C(=NC=NC2=CC1N1CCC(CC1)N1CCN(CC1)C)NC1=CC(=NC=C1)C1=C(C=CC=C1)F)=C